COC1=CC2=C(NC(=N2)N2N=CC=C2)C=C1 1-(5-Methoxy-1H-benzoimidazol-2-yl)-1H-pyrazole